2-(2-bromothiophen-3-yl)ethanol BrC=1SC=CC1CCO